ClC=1C=CC2=C(N(C3=C(CC2)C=CC=C3)CCCCN(C/C=C/C(=O)OCC)C)C1 Ethyl (E)-4-{[4-(3-chloro-10,11-dihydro-5H-dibenzo[b,f]azepin-5-yl)butyl]-methyl-amino}but-2-enoat